C1(CC1)C1=NSC(=N1)N 3-cyclopropyl-5-amino-1H-1,2,4-thiadiazole